C1(CCC1)[C@@H]1CCC=2C=C3C(=NC2N1)C=C(C=C3)CCC3CCC(C3O)O 5-(2-((S)-2-cyclobutyl-1,2,3,4-tetrahydrobenzo[b][1,8]naphthyridin-8-yl)ethyl)cyclopentane-1,2-diol